4-([1,4':1',4''-terpiperidin]-1''-yl)-3-((4-(dodecyloxy)-3-fluorophenyl)sulfonyl)-6-(methylsulfinyl)quinoline N1(CCCCC1)C1CCN(CC1)C1CCN(CC1)C1=C(C=NC2=CC=C(C=C12)S(=O)C)S(=O)(=O)C1=CC(=C(C=C1)OCCCCCCCCCCCC)F